C(C1=CC=CC=C1)OC(=O)C1CC(=CCC1)C1=CC=NN1C 3-(1-methyl-1H-pyrazol-5-yl)cyclohex-3-ene-1-carboxylic acid benzyl ester